(S)-(4'-(benzo[d]thiazol-2-yl)spiro[cyclopropane-1,7'-imidazo[4,5-c]pyridin]-5'(1'H,4'H,6'H)-yl)(4-cyclopropyloxazol-5-yl)methanone S1C(=NC2=C1C=CC=C2)[C@H]2N(CC1(C3=C2N=CN3)CC1)C(=O)C1=C(N=CO1)C1CC1